C(C)N1C(N(C(C12CCN(CC2)C2=CN=C1C(=N2)N(N=C1C)C1COC1)=O)C=1C=NC(=CC1)C(F)(F)F)=O 1-ethyl-8-(3-methyl-1-(oxetan-3-yl)-1H-pyrazolo[3,4-b]pyrazin-6-yl)-3-(6-(trifluoromethyl)pyridin-3-yl)-1,3,8-triazaspiro[4.5]decane-2,4-dione